Tert-butyl 2-(1-(4-((5-bromo-4-((4-hydroxy-2-(N-methylmethanesulfonylamino)phenyl)amino)pyrimidin-2-yl)amino)-2-fluoro-6-(1H-pyrazol-4-yl)phenyl)-4-hydroxypiperidin-4-yl)acetate BrC=1C(=NC(=NC1)NC1=CC(=C(C(=C1)C=1C=NNC1)N1CCC(CC1)(O)CC(=O)OC(C)(C)C)F)NC1=C(C=C(C=C1)O)NS(=O)(=O)CC